3-bromo-5-(4-chlorophenoxy)-4-methyl-pyridine BrC=1C=NC=C(C1C)OC1=CC=C(C=C1)Cl